O1C=2N(C=CC1)C=C1N(C2)C=C(C=C1)C(=O)N pyrido[1',2':4,5]pyrazino[2,1-b][1,3]oxazine-9-carboxamide